3-(2,2-difluorocyclopropyl)-N-[3-[2-(2-hydroxyethoxy)-6-(morpholin-4-yl)pyridin-4-yl]-4-methylphenyl]pyrrolidine-1-carboxamide FC1(C(C1)C1CN(CC1)C(=O)NC1=CC(=C(C=C1)C)C1=CC(=NC(=C1)N1CCOCC1)OCCO)F